R-pyruvate C(C(=O)C)(=O)[O-]